CC1=NC=CC(=C1)C1=CC=2C=NC(=CC2N1)NC(=N)C1CC1 N-(2-(2-methylpyridin-4-yl)-1H-pyrrolo[3,2-c]pyridin-6-yl)cyclopropanecarboximidamide